FC=1C=C(C=CC1F)[C@@H]1C[C@@H](C=2N1N=C(N2)S(=O)(=O)[C@@H]2[C@H](C2)F)F (5S,7S)-5-(3,4-difluorophenyl)-7-fluoro-2-[(1S,2S)-2-fluorocyclopropyl]sulfonyl-6,7-dihydro-5H-pyrrolo[1,2-b][1,2,4]triazole